N-{(R)-1-[2-fluoro-3-(trifluoromethyl)phenyl]ethyl}-5-bromo-6-oxo-1,6-dihydropyridazine-3-carboxamide FC1=C(C=CC=C1C(F)(F)F)[C@@H](C)NC(=O)C1=NNC(C(=C1)Br)=O